2-{2-[(1S,4s)-4-[(3-hydroxypiperidin-2-yl)methoxy]cyclohexyl]phenoxy}acetic acid hydrochloride Cl.OC1C(NCCC1)COC1CCC(CC1)C1=C(OCC(=O)O)C=CC=C1